COC(=O)N1CC2(CCC2)CC1 6-azaspiro[3.4]octane-6-carboxylic acid methyl ester